2-dicyclohexylphosphino-2',6-diisopropoxybiphenyl C1(CCCCC1)P(C1=C(C(=CC=C1)OC(C)C)C1=C(C=CC=C1)OC(C)C)C1CCCCC1